N,N'-bis-(2-hydroxyethyl)-2-nitro-p-phenylenediamine OCCNC1=C(C=C(C=C1)NCCO)[N+](=O)[O-]